2,3-dihydro-1H-indene-1-carboxylic acid hydrazide C1(CCC2=CC=CC=C12)C(=O)NN